C1(=CC=CC=C1)C1CCCCCCCCCC1 phenylcycloundecane